NC=1N=C(C2=C(N1)C=CN2CC2=C(C=C(C=C2)COC[C@H](CO)O)OC)NCCCCC (2S)-3-[(4-{[2-Amino-4-(pentylamino)-5H-pyrrolo[3,2-d]pyrimidin-5-yl]methyl}-3-methoxyphenyl)methoxy]propane-1,2-diol